N-(2-(7-cyclopropyloxy-3-fluoronaphthalen-1-yl)ethyl)acetamide C1(CC1)OC1=CC=C2C=C(C=C(C2=C1)CCNC(C)=O)F